CS(=O)(=O)C1=NC(=CC(=N1)C1=CC(=CC=C1)OC1=CC=CC=C1)C(F)(F)F (methylsulfonyl)-4-(3-phenoxyphenyl)-6-(trifluoromethyl)pyrimidine